cyclopentyl-N-phenyl-2-((5-(4-methylpiperazin-1-yl)pyridin-2-yl)amino)-7H-pyrrolo[2,3-d]pyrimidine-6-carboxamide C1(CCCC1)C=1C2=C(N=C(N1)NC1=NC=C(C=C1)N1CCN(CC1)C)NC(=C2)C(=O)NC2=CC=CC=C2